(5-(5-chloro-2-methoxypyridin-4-yl)-1H-pyrazole-3-carbonyl)-N-(3-fluoro-3-methylcyclobutyl)piperidine-4-carboxamide ClC=1C(=CC(=NC1)OC)C1=CC(=NN1)C(=O)N1CCC(CC1)C(=O)NC1CC(C1)(C)F